C(=O)C1=CC=C(CCS(=O)(=O)N2CCC(CC2)NC(OC(C)(C)C)=O)C=C1 tert-butyl (1-((4-formylphenethyl)sulfonyl)piperidin-4-yl)carbamate